(R)-2-amino-6-(4-((4-methylpiperazin-1-yl)methyl)benzyl)-4-(pentan-2-ylamino)pyrimido[4,5-d]pyridazin-5(6H)-one NC=1N=C(C2=C(C=NN(C2=O)CC2=CC=C(C=C2)CN2CCN(CC2)C)N1)N[C@H](C)CCC